BrC=1C=C2C=NNC2=C(C1)C 5-bromo-7-methyl-1H-indazole